C(C1=CC=CC=C1)OC1=CC=C2C(C(OCC2=C1)C1=C(C=C(C(=C1)F)C)F)C1=CC=C(C=C1)N1CCC(CC1)C(OC)OC 1-(4-(7-(benzyloxy)-3-(2,5-difluoro-4-methylphenyl)isochroman-4-yl)phenyl)-4-(dimethoxymethyl)piperidine